1,3-dimethyl-2,3-dihydro-1H-indene CC1CC(C2=CC=CC=C12)C